ClC1=CC(=C2C(=C(NC2=C1Cl)COC1OCCCC1)C=1C=NN(C1)C1OCCCC1)NC(OC(C)(C)C)=O tert-Butyl (6,7-dichloro-3-(1-(tetrahydro-2H-pyran-2-yl)-1H-pyrazol-4-yl)-2-(((tetrahydro-2H-pyran-2-yl)oxy)methyl)-1H-indol-4-yl)carbamate